N1N=CC2=CC=C(C=C12)C1=NC(=NC(=N1)NCCN1N=CC=C1)N 6-(1H-indazol-6-yl)-N2-(2-pyrazol-1-ylethyl)-1,3,5-triazine-2,4-diamine